2-(Chloromethyl)-6-methoxy-4-methylquinazoline ClCC1=NC2=CC=C(C=C2C(=N1)C)OC